N1=CC=C(C=C1)NC1=CC=C(C(=O)NC2=NC(=CC=C2)NC2=CC=NC=C2)C=C1 4-(pyridin-4-ylamino)-N-(6-(pyridin-4-ylamino)pyridin-2-yl)benzamide